CC1=C(C=CC=C1C)N1CCN(CC1)C(CN1N=C(C2=C1CCC2)C(=O)N2CCC1(CCC(N1C)=O)CC2)=O 8-(1-{2-[4-(2,3-dimethylphenyl)piperazin-1-yl]-2-oxoethyl}-1,4,5,6-tetrahydrocyclopenta[c]pyrazole-3-carbonyl)-1-methyl-1,8-diazaspiro[4.5]decan-2-one